C(C(=C)C)(=O)O.C(C(=C)C)(=O)O.C(C)OC(C(C1=C(C(=C(O)C(=C1OCC)OCC)OCC)OCC)(C(OCC)(OCC)OCC)C1=CC=C(C=C1)O)(OCC)OCC decaethoxybisphenol A dimethacrylate